2-(benzofuran-2-carbonyl)-3-(3-bromophenyl)-3-hydroxypropionitrile O1C(=CC2=C1C=CC=C2)C(=O)C(C#N)C(O)C2=CC(=CC=C2)Br